CC1CC(C2=NN(C(=C21)C(F)(F)F)CC(=O)OCC)C ethyl 2-[4,6-dimethyl-3-(trifluoromethyl)-2H,4H,5H,6H-cyclopenta[c]pyrazol-2-yl]acetate